C1(CCCC1)OC=1C=C(C=CC1)CNC(=O)C=1C=C(C=NC1OC)C1=CC=C2C(=NNC2=C1)C(=O)NC 6-[5-({[3-(cyclopentyloxy)-phenyl]methyl}carbamoyl)-6-methoxypyridin-3-yl]-N-methyl-1H-indazole-3-carboxamide